N-Ethyl-5-fluoro-N-isopropyl-2-((5-(2-(2-methyl-6-(methylamino)hex-3-yl)-2,6-diazaspiro[3.4]oct-6-yl)-1,2,4-triazin-6-yl)oxy)benzamide hydrochloride Cl.C(C)N(C(C1=C(C=CC(=C1)F)OC1=C(N=CN=N1)N1CC2(CN(C2)C(C(C)C)CCCNC)CC1)=O)C(C)C